C(C1=CC=CC=C1)N1N=CC2=CC(=C(C=C12)NCCN1CC2(C1)CC(C2)OC2=C1C=CN(C(C1=C(C=C2)Cl)=O)C)F 5-((2-(2-((1-benzyl-5-fluoro-1H-indazol-6-yl)amino)ethyl)-2-azaspiro[3.3]heptan-6-yl)oxy)-8-chloro-2-methylisoquinolin-1(2H)-one